C(#N)[C@@]1(COCC2=CC=C(C=C12)C(=O)NCC1=NC=C2C=CC(=NC2=C1)C1=CN=C2N1N=CC=C2)C (R)-4-cyano-N-((2-(imidazo[1,2-b]pyridazin-3-yl)-1,6-naphthyridin-7-yl)methyl)-4-methyl-isochroman-6-carboxamide